N-cyclopentyl-2-(4-ethylpiperazin-1-yl)-5-methylbenzo[d]-thiazole-6-carboxamide C1(CCCC1)NC(=O)C1=CC2=C(N=C(S2)N2CCN(CC2)CC)C=C1C